3-(3'-(dibenzothiophen-4-yl)biphenyl-3-yl)dibenzo[f,h]quinoxaline C1=CC=C(C=2SC3=C(C21)C=CC=C3)C=3C=C(C=CC3)C3=CC(=CC=C3)C=3C=NC2=C1C(=C4C(=C2N3)C=CC=C4)C=CC=C1